CC1=NN(C(=C1)C)C=1C=C(C=CC1)[C@H](CC(=O)OC)CN1CC2(C1)CN(CC2F)CCC2=NC=1NCCCC1C=C2 methyl (3S)-3-(3-(3,5-dimethyl-1H-pyrazol-1-yl)phenyl)-4-(8-fluoro-6-(2-(5,6,7,8-tetrahydro-1,8-naphthyridin-2-yl)ethyl)-2,6-diazaspiro[3.4]octan-2-yl)butanoate